N-(7-chloro-6-(1-(3-methyltetrahydrofuran-3-yl)piperidin-4-yl)isoquinolin-3-yl)-2-(pyridin-2-yl)cyclopropane-1-carboxamide ClC1=C(C=C2C=C(N=CC2=C1)NC(=O)C1C(C1)C1=NC=CC=C1)C1CCN(CC1)C1(COCC1)C